7-bromo-5-(methoxymethoxy)-2,3-dihydro-1H-inden-1-one BrC=1C=C(C=C2CCC(C12)=O)OCOC